BrC=1C=CC(=NC1)C(C(F)(F)F)N1CC2(CC(NC2)=O)CC1 7-(1-(5-Bromopyridin-2-yl)-2,2,2-trifluoroethyl)-2,7-diazaspiro[4.4]nonan-3-one